N-(4-(3-amino-7-(5-(trifluoromethyl)pyridin-2-yl)-1H-pyrazolo[4,3-c]pyridin-4-yl)benzyl)-5-fluoro-2-methoxybenzamide NC1=NNC2=C1C(=NC=C2C2=NC=C(C=C2)C(F)(F)F)C2=CC=C(CNC(C1=C(C=CC(=C1)F)OC)=O)C=C2